CN(CCN(CC1=CC(=CC(=C1O)C)C)CC1=CC(=CC(=C1O)C)C)C 6,6'-(((2-(Dimethylamino)ethyl)azanediyl)bis(methylene))bis(2,4-dimethylphenol)